O=C1NC(CCC1NC1=CC=C(C=N1)N1CC(CC1)C=O)=O 1-(6-((2,6-dioxopiperidin-3-yl)amino)pyridin-3-yl)pyrrolidine-3-carbaldehyde